1-cyclohexyl-3,3-dimethylpiperazine dihydrochloride Cl.Cl.C1(CCCCC1)N1CC(NCC1)(C)C